ClC=1C=C(OC2CCC(CC2)NC(=O)C=2N=NC(=CC2)N2CCC(CC2)C=O)C=CC1C#N N-((1r,4r)-4-(3-Chloro-4-cyanophenoxy)cyclohexyl)-6-(4-formylpiperidin-1-yl)pyridazine-3-carboxamide